FC1=CC=CC(=N1)S(=O)(=O)NC1=NC=C(C(=C1)C1=C(C=CC=C1)CCCCCCNC(OC(C)(C)C)=O)N1N=C(C=C1)OCC(C(F)(F)F)(C)C tert-butyl N-[6-[2-[2-[(6-fluoro-2-pyridyl)sulfonylamino]-5-[3-(3,3,3-trifluoro-2,2-dimethyl-propoxy)pyrazol-1-yl]-4-pyridyl]phenyl]hexyl]carbamate